NCC(C)(C)C=1C=C(C(=O)NCC(=O)NC=2SC=C(N2)C2=CC(=CC=C2)C2=CC(=NC=C2)N)C=CC1 3-(1-amino-2-methylpropan-2-yl)-N-(2-((4-(3-(2-aminopyridin-4-yl)phenyl)thiazol-2-yl)amino)-2-oxoethyl)benzamide